COC(C(COC)Br)=O.OC1=C(C=C(C(=C1)O)O)O 1,2,4,5-tetrahydroxybenzene methyl-α-bromo-β-methoxypropionate